C(C1=CC=CC=C1)OC(=O)N1CC(CC(C1)C=1OC(=NN1)C=1C=CC2=C(NC([C@H](C[SH4]2)NC(=O)OC(C)(C)C)=O)C1)(F)F 3,3-difluoro-5-[5-[(3R)-3-(tert-butoxycarbonylamino)-4-oxo-3,5-dihydro-2H-1λ6,5-benzothiazepine-7-Yl]-1,3,4-oxadiazol-2-yl]piperidine-1-carboxylic acid benzyl ester